CS(=O)(=O)NC=1C=C(C=CC1)NC(=O)C1=CC(=CS1)C=1NC=CC(C1)C(=O)N 2-(5-((3-(methylsulfonamido)phenyl)carbamoyl)thiophen-3-yl)-1,4-dihydropyridine-4-carboxamide